phenyl (perfluorophenyl) disulfide FC1=C(C(=C(C(=C1F)F)F)F)SSC1=CC=CC=C1